Cl.CC=1C=C(C=CC1C)NC1N(C(=NC(=N1)N)N1CCOCC1)C1=CC(=C(C=C1)C)C N,N1-Bis-(3,4-dimethylphenyl)-6-morpholine-4-yl-[1,3,5]triazine-2,4-diamine hydrochloride